COC1=C(S(=O)(=O)N)C=C(C(=C1)N)OC 2,5-dimethoxysulfanilamide